C1=CC=CC=2C3=CC=CC=C3C(C12)COC(=O)N[C@H](C(=O)O)CC1=C(C=CC(=C1)Cl)OC1CC1 (S)-2-((((9H-fluoren-9-yl)methoxy)carbonyl)amino)-3-(5-chloro-2-cyclopropoxyphenyl)propanoic acid